2-((S)-4-(6-(2,3-dimethylbenzyl)-2-(((S)-1-methylpyrrolidin-2-yl)methoxy)-6,7-dihydro-5H-pyrrolo[3,4-d]pyrimidin-4-yl)piperazin-2-yl)acetonitrile CC1=C(CN2CC=3N=C(N=C(C3C2)N2C[C@@H](NCC2)CC#N)OC[C@H]2N(CCC2)C)C=CC=C1C